CC1=C(C(=CC=C1)C)C1=NC=2NS(C=3C=CC=C(C(N[C@@H](COC(=C1C)N2)CC(C)(C)O)=O)C3)(=O)=O (11R)-6-(2,6-Dimethylphenyl)-11-(2-hydroxy-2-methyl-propyl)-7-methyl-2,2-dioxo-9-oxa-2λ6-thia-3,5,12,19-tetrazatricyclo[12.3.1.14,8]nonadeca-1(18),4(19),5,7,14,16-hexaen-13-one